(1R)-1-{5-[4-Chloro-2-(difluoromethoxy)phenyl]-1,2,4-oxadiazol-3-yl}-6-azaspiro[2.5]octan-6-sulfonamid ClC1=CC(=C(C=C1)C1=NC(=NO1)[C@@H]1CC12CCN(CC2)S(=O)(=O)N)OC(F)F